[3-(4-Chloro-phenyl)-adamantan-1-ylmethyl]-pyridin-4-ylmethyl-amine ClC1=CC=C(C=C1)C12CC3(CC(CC(C1)C3)C2)CNCC2=CC=NC=C2